Methoxyamin-hydrochlorid Cl.CON